diphenyl-(9-anthryl)sulfonium C1(=CC=CC=C1)[S+](C=1C2=CC=CC=C2C=C2C=CC=CC12)C1=CC=CC=C1